(5-(2,3-Dihydrobenzofuran-6-yl)-2,3-dihydro-1H-inden-1-yl)piperidine-4-carboxylic acid O1CCC2=C1C=C(C=C2)C=2C=C1CCC(C1=CC2)N2CCC(CC2)C(=O)O